C(=O)O.FC1=CC(=C(C=C1NC(C1=NC=CC(=C1)C(F)(F)F)=O)C1=CC2=C(N=C(N=C2)NC(OC(C)C)=O)N2C1=NCC2)C isopropyl (6-(4-fluoro-2-methyl-5-(4-(trifluoromethyl)picolinamido)phenyl)-8,9-dihydroimidazo[1',2':1,6]pyrido[2,3-d]pyrimidin-2-yl)carbamate formic acid salt